N[C@H](C)C1=CC=NC2=C(C=C(C=C12)C1=CC(=NC=C1F)NC1CCN(CC1)S(=O)(=O)C(F)(F)F)F |r| (±)-4-(4-(1-Aminoethyl)-8-fluoroquinolin-6-yl)-5-fluoro-N-(1-((trifluoromethyl)sulfonyl)piperidin-4-yl)pyridin-2-amine